FC(CO)(F)C=1C(=C(C=CC1)[C@@H](C)NC1=NC(=NC2=C3C(=C(C=C12)N1CC(CC1)(O)C)CCC3)C)F 1-(4-(((R)-1-(3-(1,1-difluoro-2-hydroxyethyl)-2-fluorophenyl)ethyl)amino)-2-methyl-8,9-dihydro-7H-cyclopenta[H]quinazolin-6-yl)-3-methylpyrrolidin-3-ol